BrC1=CC=CC2=C1OC1=C2C=CC=C1Cl 4-bromo-6-chlorodibenzo[b,d]Furan